(S)-1-(5-(2-(1-cyclopropylethyl)-7-difluoromethoxy-1-oxoisoindolin-5-yl)pyridin-2-yl)-3-methylurea C1(CC1)[C@H](C)N1C(C2=C(C=C(C=C2C1)C=1C=CC(=NC1)NC(=O)NC)OC(F)F)=O